OC(\C=C/C/C(=C/CC[C@]1(OC=2C=C(C=C(C2C=C1)O)C)C)/C)(C)C (2R)-2-[(3E,6Z)-8-Hydroxy-4,8-dimethylnona-3,6-dienyl]-2,7-dimethylchromen-5-ol